C12N(CC(NC1)C2)C2=CC(=C(C1=CN(C=C21)C2C(NC(CC2)=O)=O)F)F 7-(2,5-diazabicyclo[2.2.1]heptane-2-yl)-2-(2,6-dioxopiperidin-3-yl)-4,5-difluoroisoindol